BrC1=CC=2C3=C(NC(NC2C=N1)C1=C(C=C(C=C1F)CO[Si](C)(C)C(C)(C)C)F)C(=NN3COCC[Si](C)(C)C)Cl 9-bromo-5-(4-(((tert-butyldimethylsilyl)oxy)methyl)-2,6-difluorophenyl)-3-chloro-1-((2-(trimethylsilyl)ethoxy)methyl)-1,4,5,6-tetrahydropyrazolo[4,3-d]pyrido[4,3-f][1,3]diazepine